C1CNS(=O)(=O)C1 1,3-propanesultam